CN(C)CC1=CC(=C(C=C1)C1=NN2C(OCCC2)=C1C(=O)O)F 2-[4-[(Dimethylamino)meth-yl]-2-fluorophenyl]-6,7-dihydro-5H-pyrazolo[5,1-b][1,3]oxazine-3-carboxylic acid